N[C@H](C(=O)O)[C@H](C)O (2S,3S)-2-amino-3-hydroxy-butyric acid